2-(pyridin-2-yl)-5-(4-(quinolin-6-ylmethyl)piperazin-1-yl)-4,5,6,7-tetrahydro-2H-indazole N1=C(C=CC=C1)N1N=C2CCC(CC2=C1)N1CCN(CC1)CC=1C=C2C=CC=NC2=CC1